NC1=C2C(=NC=N1)N(N=C2C2=CC=C(C=C2)CNC(C2=C(C=CC(=C2)F)OC)=O)C2=CC=C(CN(C(=O)N1N=CN=C1)C)C=C2 N-(4-(4-amino-3-(4-((5-fluoro-2-methoxybenzamido)methyl)phenyl)-1H-pyrazolo[3,4-d]pyrimidin-1-yl)benzyl)-N-methyl-1H-1,2,4-triazole-1-carboxamide